NC1=NN2C(C=C(C=C2)C=2C=C(C(=NC2C)OC)C(=O)NCCC2=C(C=CC=C2)OC(F)(F)F)=N1 5-{2-amino-[1,2,4]triazolo[1,5-a]pyridin-7-yl}-2-methoxy-6-methyl-N-{2-[2-(trifluoromethoxy)phenyl]ethyl}pyridine-3-carboxamide